(S)-3-isopropyl-4-(6-oxo-1,6-dihydropyrimidin-2-yl)-1,3,4,5-tetrahydro-2H-benzo[e][1,4]diazepin-2-one C(C)(C)[C@@H]1N(CC2=C(NC1=O)C=CC=C2)C=2NC(C=CN2)=O